hept-4-en-3-ol CCC(C=CCC)O